FC1=C(C=CC=C1S(=O)(=O)C)NC1=NC=C(C(=N1)C1=CNC2=C(C=CC=C12)NC([C@@H](COC)N1C[C@@H](N([C@H](C1)C)C)C)=O)C (R)-N-(3-(2-((2-Fluoro-3-(methylsulfonyl)phenyl)amino)-5-methylpyrimidin-4-yl)-1H-indol-7-yl)-3-methoxy-2-((3S,5S)-3,4,5-trimethylpiperazin-1-yl)propanamid